(R)-(2-methyloxiran-2-yl)methyl 4-methylbenzenesulfonate CC1=CC=C(C=C1)S(=O)(=O)OC[C@@]1(OC1)C